tert-butyl 2-(2-bromo-1,3-thiazol-5-yl)-2-methylpropionate BrC=1SC(=CN1)C(C(=O)OC(C)(C)C)(C)C